CS(=O)(=NCC=1N=C2N(C=CC(=C2)C2=NOC(=N2)C(F)(F)F)C1)CC1=CC(=CC=C1)C methyl(3-methylbenzyl)(((7-(5-(trifluoromethyl)-1,2,4-oxadiazol-3-yl)imidazo[1,2-a]pyridin-2-yl)methyl)imino)-λ6-sulfanone